2-Amino-N-{1-[8-chloro-5-(1H-pyrazol-4-yl)imidazo[1,5-a]pyridin-6-yl]ethyl}pyrazolo[1,5-a]pyrimidine-3-carboxamide NC1=NN2C(N=CC=C2)=C1C(=O)NC(C)C=1C=C(C=2N(C1C=1C=NNC1)C=NC2)Cl